C(C)(C)(C)OC(=O)N1CC(C(CC1)C(=O)O)(F)F 1-(tert-butoxycarbonyl)-3,3-difluoropiperidine-4-carboxylic acid